Benzoic acid 2-butoxyethyl ester C(CCC)OCCOC(C1=CC=CC=C1)=O